N[C@H]1C[C@H](C1)C(=O)NCCNC(C1=C(C=C(C=C1)NC=1C=2N(C=CN1)C(=CN2)C=2C(=NN(C2)CC(F)F)C(F)(F)F)CC)=O cis-N-(2-((1s,3s)-3-aminocyclobutane-1-carboxamido)ethyl)-4-((3-(1-(2,2-difluoroethyl)-3-(trifluoromethyl)-1H-pyrazol-4-yl)imidazo[1,2-a]pyrazin-8-yl)amino)-2-ethylbenzamide